(2-(4-(piperazin-1-yl)phenyl)quinolin-4-yl)propane-1,3-diamine N1(CCNCC1)C1=CC=C(C=C1)C1=NC2=CC=CC=C2C(=C1)C(CCN)N